C(C)(C)N1N=C(C=C1[C@@H]1CC(CC1)N1CCN(CC1)CCO)C=1C=NC(=CC1)C(F)(F)F 2-(4-((3s)-3-(1-Isopropyl-3-(6-(trifluoromethyl)pyridin-3-yl)-1H-pyrazol-5-yl)cyclopentyl)piperazin-1-yl)ethanol